NC=1N=C(C2=C(C=NN(C2=O)CC2=CC=C(C=C2)CN2CCCC2)N1)NC(C)CCC 2-Amino-4-(pentan-2-ylamino)-6-(4-(pyrrolidin-1-ylmethyl)benzyl)pyrimido[4,5-d]pyridazin-5(6H)-one